CN1C(=C(C=C1B1OC(C(O1)(C)C)(C)C)C(=O)OCC)C Ethyl 1,2-dimethyl-5-(4,4,5,5-tetramethyl-1,3,2-dioxaborolan-2-yl)-1H-pyrrole-3-carboxylate